NC1=C(C(=NC=2N1N=CN2)C)CC=2C=CC(=C(C(=O)O)C2)Br 5-({7-amino-5-methyl-[1,2,4]triazolo[1,5-a]pyrimidin-6-yl}methyl)-2-bromobenzoic acid